[Br-].O(C1=CC=CC=C1)CCC[N+]12CCC(CC1)CC2 1-(3-phenoxypropyl)-1-azoniabicyclo[2.2.2]octane bromide